6-(1-methyl-1H-pyrazol-3-ylamino)-4-(3-methyl-4-(morpholinomethyl)phenyl)-1H-pyrrolo[2,3-b]pyridine-3-carbonitrile CN1N=C(C=C1)NC1=CC(=C2C(=N1)NC=C2C#N)C2=CC(=C(C=C2)CN2CCOCC2)C